C(CCCCCCCCCCCN)N 1,12-dodecylenediamine